4-fluoro-5-methoxy-6-(4-(1H-pyrazol-1-yl)benzyl)-2-(tetrahydrofuran-2-ylmethyl)isoindolin-1-one FC1=C2CN(C(C2=CC(=C1OC)CC1=CC=C(C=C1)N1N=CC=C1)=O)CC1OCCC1